CS(=O)(=O)CC1CN(C1)C=1N=CC(=C2C=C(N=CC12)NC1=NC(=NC=C1)N1CCOCC1)C(C)C 8-[3-(methane-sulfonylmethyl)azetidin-1-yl]-N-[2-(morpholin-4-yl)pyrimidin-4-yl]-5-(propan-2-yl)-2,7-naphthyridin-3-amine